1,2-diethyl-pyrrole C(C)N1C(=CC=C1)CC